3-(4-(1,2,4-oxadiazol-3-yl)phenoxy)pyrrolidin O1N=C(N=C1)C1=CC=C(OC2CNCC2)C=C1